5-{6-[(cyclopropylmethyl)amino]-1-fluoro-3-hydroxynaphthalen-2-yl}-1λ6,2,5-thiadiazolidine-1,1,3-trione C1(CC1)CNC=1C=C2C=C(C(=C(C2=CC1)F)N1CC(NS1(=O)=O)=O)O